COC1=C(C=C(C=C1)C)[C@@]1([C@@H](C1)C1=NC(=CC=C1)OC)C(=O)NS(=O)(=O)C=1C=2C=CC(=NC2C=CC1)C (1R,2R)-1-(2-methoxy-5-methylphenyl)-2-(6-methoxypyridin-2-yl)-N-(2-methylquinoline-5-sulfonyl)cyclopropane-1-carboxamide